O=CCCCCCCC(=O)OC(CCCCCCCC)CCCCCCCC 9-heptadecyl 8-oxooctanoate